BrC1=C2C=C(C(N(C2=CC(=C1)OCC(=O)OC(C)(C)C)C)=O)C tert-butyl 2-((5-bromo-1,3-dimethyl-2-oxo-1,2-dihydroquinolin-7-yl)oxy)acetate